COC(CNC1=C(C(=C(C=C1Cl)Br)F)[N+](=O)[O-])=O 2-((4-bromo-6-chloro-3-fluoro-2-nitrophenyl)amino)acetic acid methyl ester